(S)-1-(oxetan-2-ylmethyl)-2-((4-(6-(quinoline-2-ylmethoxy)pyridin-2-yl)piperidin-1-yl)methyl)-1H-benzo[d]imidazole-6-carboxylic acid O1[C@@H](CC1)CN1C(=NC2=C1C=C(C=C2)C(=O)O)CN2CCC(CC2)C2=NC(=CC=C2)OCC2=NC1=CC=CC=C1C=C2